benzyl 4-[8-(4-hydroxy-4-methyl-cyclohexyl)-2-methylsulfinyl-7-oxo-pyrido[2,3-d]pyrimidin-6-yl]-8-methyl-2,3-dihydroquinoxaline-1-carboxylate OC1(CCC(CC1)N1C(C(=CC2=C1N=C(N=C2)S(=O)C)N2CCN(C1=C(C=CC=C21)C)C(=O)OCC2=CC=CC=C2)=O)C